FC1=C(C=CC(=C1)F)N1C=C(C(C2=CC(=CN=C12)F)=O)C(=O)O 1-(2,4-difluorophenyl)-6-fluoro-4-oxo-1,4-dihydro-1,8-naphthyridine-3-carboxylic acid